COC1=CC=C(S1)C(C)=O 1-(5-methoxy-thiophen-2-yl)ethan-1-one